OP(O)OP(O)O.C(C)(C)(C)C1=C(C=CC(=C1)C(C)(C)C)C(O)(C(CO)(CO)CO)C1=C(C=C(C=C1)C(C)(C)C)C(C)(C)C Bis[2,4-di-t-butylphenyl]pentaerythritol diphosphite